Benzyl-trimethylammonium chlorid [Cl-].C(C1=CC=CC=C1)[N+](C)(C)C